(S)-N-(4-(1-acetyl-2-methyl-1,2,3,4-tetrahydroquinolin-6-yl)phenethyl)-6-bromo-8-morpholinoimidazo[1,2-a]pyrazine-2-carboxamide C(C)(=O)N1[C@H](CCC2=CC(=CC=C12)C1=CC=C(CCNC(=O)C=2N=C3N(C=C(N=C3N3CCOCC3)Br)C2)C=C1)C